N[C@H]1CN(CCC1)C1=C2C(=NC=C1)N(C(=N2)C2=CC(=C(C#N)C=C2)F)C2=CC=C(C=C2)N2CCCC2 (R)-4-(7-(3-aminopiperidine-1-yl)-3-(4-(pyrrolidine-1-yl)phenyl)-3H-imidazo[4,5-b]pyridine-2-yl)-2-fluorobenzonitrile